(S,E)-7-(Dimethylamino)-1-((1-((6-isopentyl-9H-purin-8-yl)methyl)-2-oxo-1,2-dihydropyridin-3-yl)amino)-1,7-dioxohept-5-en-2-yl-dimethylcarbamat CN(C(/C=C/CC[C@H](C(=O)NC=1C(N(C=CC1)CC=1NC2=NC=NC(=C2N1)CCC(C)C)=O)CN(C([O-])=O)C)=O)C